(2-Aminoethyl)-3-iodopyridinium chloride hydrochloride Cl.[Cl-].NCC[N+]1=CC(=CC=C1)I